(R)-(4,4-difluoropiperidin-1-yl)(1-((4-(isobutylsulfonyl)phenyl)sulfonyl)piperidin-3-yl)methanone FC1(CCN(CC1)C(=O)[C@H]1CN(CCC1)S(=O)(=O)C1=CC=C(C=C1)S(=O)(=O)CC(C)C)F